C1=CC=CC=2OC3=CC(C=CC3=CC12)=O Xanthen-6-one